(((S)-tetrahydrofuran-2-yl)methyl)carbamate O1[C@@H](CCC1)CNC([O-])=O